[Cl-].C(CCCCCCCCCCCCCCCCCCCCC)[N+](C)(C)CCCCCCCCCCCCCCCCCCCCCC didocoSyldimethyl-ammonium chloride